(R)-1-(dimethylamino)-3-(4-(4-(1-(pentan-3-yl)-1H-pyrazol-4-yl)pyrazolo[1,5-a]pyrazin-6-yl)-1H-pyrazol-1-yl)propan-2-ol CN(C[C@H](CN1N=CC(=C1)C=1N=C(C=2N(C1)N=CC2)C=2C=NN(C2)C(CC)CC)O)C